C(CCCCC\C=C\C=C)=O (7E)-7,9-decadienal